C(C)[C@@H]1CN2CC[C@]3(C([C@@H]2C[C@@H]1/C(/C(=O)OC)=C\OC)=NC1=CC=CC=C13)O Methyl (E)-2-((2S,3S,7aS,12bS)-3-ethyl-7a-hydroxy-1,2,3,4,6,7,7a,12b-octahydroindolo[2,3-a]quinolizin-2-yl)-3-methoxyacrylate